BrC1=NC=C(C=C1Cl)C 2-bromo-3-chloro-5-methylpyridine